C=1=C=C=CC1 cyclopentadiene-1,3-diene